COCCOCCS(=O)(=O)CC1=CC=C(C=C1)NC=1N=CC2=C(N1)CNCC2 N-(4-{[2-(2-methoxyethoxy)ethanesulfonyl]methyl}phenyl)-5H,6H,7H,8H-pyrido[3,4-d]pyrimidine-2-amine